1-[5-fluoro-2-(3-piperazin-1-yl-phenylamino)-pyrimidin-4-yl]-1H-indole-3-carboxylic acid FC=1C(=NC(=NC1)NC1=CC(=CC=C1)N1CCNCC1)N1C=C(C2=CC=CC=C12)C(=O)O